2-((2R,4aS,6S,7R,8S,8aS)-7,8-bis((tert-butyldimethylsilyl)oxy)-6-((S,E)-1-((tert-butyldimethylsilyl)oxy)-3-iodoallyl)octahydropyrano[3,2-b]Pyran-2-yl)acetic acid methyl ester COC(C[C@H]1CC[C@H]2[C@H](O1)[C@@H]([C@@H]([C@@H](O2)[C@H](\C=C\I)O[Si](C)(C)C(C)(C)C)O[Si](C)(C)C(C)(C)C)O[Si](C)(C)C(C)(C)C)=O